5,5'-(1-methyl-3-phenyl-2,3-dihydro-1H-indene-1,3-diyl)bis(N1,N1,N3,N3-tetra-p-tolylbenzene-1,3-diamine) CC1(CC(C2=CC=CC=C12)(C1=CC=CC=C1)C=1C=C(C=C(C1)N(C1=CC=C(C=C1)C)C1=CC=C(C=C1)C)N(C1=CC=C(C=C1)C)C1=CC=C(C=C1)C)C=1C=C(C=C(C1)N(C1=CC=C(C=C1)C)C1=CC=C(C=C1)C)N(C1=CC=C(C=C1)C)C1=CC=C(C=C1)C